(2R,5S)-2,5-dimethyl-4-(4-methyl-5-oxo-2-(tetrahydro-2H-pyran-2-yl)-4,5-dihydro-2H-pyrazolo[4,3-d]pyrimidin-7-yl)piperazine-1-carboxylic acid tert-butyl ester C(C)(C)(C)OC(=O)N1[C@@H](CN([C@H](C1)C)C=1C=2C(N(C(N1)=O)C)=CN(N2)C2OCCCC2)C